7-bromo-8-fluoro-2-(((2R,7aS)-2-fluorohexahydro-1H-pyrrolizin-7a-yl)methoxy)-N,N,6-trimethylquinazolin-4-amine BrC1=C(C=C2C(=NC(=NC2=C1F)OC[C@]12CCCN2C[C@@H](C1)F)N(C)C)C